[Si](C)(C)(C(C)(C)C)OC[C@H]1C[C@H]([C@H]2[C@@H]1OC(O2)(C)C)N2C=C(C1=C2N=C(N=C1N)Cl)C=1SC=CN1 7-((3as,4R,6R,6aR)-6-(((tert-butyldimethylsilyl)oxy)methyl)-2,2-dimethyltetrahydro-4H-cyclopenta[d][1,3]dioxol-4-yl)-2-chloro-5-(thiazol-2-yl)-7H-pyrrolo[2,3-d]pyrimidin-4-amine